N[C@H](CC(=O)O)CC1=CC=NC=C1 (S)-3-amino-4-(4-pyridinyl)-butyric acid